4-[2-(1-tert-butoxycarbonyl-4-piperidinyl)-2,2-difluoro-ethyl]piperazine-1-carboxylic acid benzyl ester C(C1=CC=CC=C1)OC(=O)N1CCN(CC1)CC(F)(F)C1CCN(CC1)C(=O)OC(C)(C)C